CC1=NN=C(O1)C1=CC=C(C=C1)C1=NC2=C(N1)C=CC(=C2)C(=O)O 2-[4-(5-Methyl-[1,3,4]oxadiazol-2-yl)-phenyl]-1H-benzoimidazole-5-carboxylic acid